FC1([C@H](CN(CC1)[C@H](C(=O)NC1=NC=C(N=C1)OC1=C(C=C(C=C1)F)F)C)C1=CNC(C(=C1)CNC)=O)F (S)-2-((S)-4,4-difluoro-3-(5-((methylamino)methyl)-6-oxo-1,6-dihydropyridin-3-yl)piperidin-1-yl)-N-(5-(2,4-difluorophenoxy)pyrazin-2-yl)propanamide